2-(4-aminobutanamido)-N-(4-methyl-5-nitrothiazol-2-yl)benzamide NCCCC(=O)NC1=C(C(=O)NC=2SC(=C(N2)C)[N+](=O)[O-])C=CC=C1